alpha-hydroxyethanoic acid OCC(=O)O